CC1=CC(=NC=C1[N+](=O)[O-])OCCC1=CC=C(C=C1)C(F)(F)F 4-methyl-5-nitro-2-{2-[4-(trifluoromethyl)phenyl]ethoxy}pyridine